C1(=CC=C(C2=CC=CC=C12)NS(=O)(=O)C1=CC=C(C=C1)N1C(C2=CC=CC=C2C1=O)=O)NS(=O)(=O)C1=CC=C(C=C1)N1C(C2=CC=CC=C2C1=O)=O N,N'-(Naphthalene-1,4-diyl)bis(4-(1,3-dioxoisoindolin-2-yl)benzenesulfonamide)